(3S,5R)-5-[(5-Chlorooxazolo[4,5-b]pyridin-2-yl)amino]piperidin-3-ol ClC1=CC=C2C(=N1)N=C(O2)N[C@@H]2C[C@@H](CNC2)O